CC1OCCC1 2-METHYLOXOLANE